FC(C1=NN(C(=C1)CC)C1=NC(=CC=C1C(C)O)N1C=NC2=C1C=C(C=C2)NC=2N=NC(=CC2)C)F 1-[2-[3-(difluorometh-yl)-5-ethyl-pyrazol-1-yl]-6-[6-[(6-methyl-pyridazin-3-yl)amino]-benzimidazol-1-yl]-3-pyridyl]ethanol